(E)-2,6-dimethoxy-4-(3-oxo-3-(4-(2-oxo-2-(pyrrolidin-1-yl)ethyl)piperazin-1-yl)prop-1-en-1-yl)benzonitrile COC1=C(C#N)C(=CC(=C1)\C=C\C(N1CCN(CC1)CC(N1CCCC1)=O)=O)OC